(S)-1-(4-(6-(6-(Difluoromethyl)imidazo[1,2-b]pyridazin-3-yl)pyrimidin-4-yl)piperazin-2-yl)cyclopropan-1-ol FC(C=1C=CC=2N(N1)C(=CN2)C2=CC(=NC=N2)N2C[C@H](NCC2)C2(CC2)O)F